ClC1=C(C=CC(=C1)F)C(CNC(=O)N1CC2=CC=C(C=C2C1)F)N(C)C N-(2-(2-chloro-4-fluorophenyl)-2-(dimethylamino)ethyl)-5-fluoroisoindoline-2-carboxamide